1,2-dichloro-1-fluoro-2-(trifluoromethoxy)-ethene ClC(=C(OC(F)(F)F)Cl)F